N1=C(C=CC2=CC=CC=C12)C[C@H](N)C(=O)O 3-(2-quinolinyl)-L-alanine